C(C)C=1C=CC2=C(C3=C4C(=COC3=C3C2=CC(C=C3)=O)C=CC=C4)C1 2-ethyl-6H-tribenzo[c,f,H]chromen-6-one